4,6-bis[(dodecylthio)methyl]-o-Cresol C(CCCCCCCCCCC)SCC=1C=C(C(=C(C1)CSCCCCCCCCCCCC)O)C